8-(bromomethyl)-3-methylquinoline BrCC=1C=CC=C2C=C(C=NC12)C